C[C@H]1NC[C@@H]1O (2R,3S)-2-Methylazetidin-3-ol